1-(3-aminopropyl)pyridine NCCCN1CC=CC=C1